Cl.Cl.C(C1=CC=CC=C1)C1CN=C(N1)SCCC1N(CCC1)C 5-benzyl-2-((2-(1-methylpyrrolidin-2-yl)ethyl)thio)-4,5-dihydro-1H-imidazole dihydrochloride